C(=CC1=CC=CC=C1)[Si](O)(OC)OC styryl-dimethoxyhydroxysilane